C1(CC1)C1=NC=C(C(=N1)OC1=CC=CC=C1)C(=O)NC(CC1CC1)C=CS(=O)(=O)C 2-cyclopropyl-N-(1-cyclopropyl-4-(methylsulfonyl)but-3-en-2-yl)-4-phenoxypyrimidine-5-carboxamide